1-chloro-3-methoxy-6,7-dihydro-5H-cyclopenta[c]pyridine-6-carboxylic acid methyl ester COC(=O)C1CC2=C(C(=NC(=C2)OC)Cl)C1